2-(4-formylphenoxy)ethyl-N,N,N-trimethyl-ammonium bromide [Br-].C(=O)C1=CC=C(OCC[N+](C)(C)C)C=C1